Cl.NC[C@@]1(C(NC(N1)=O)=O)C12CC(C1)(C2)F |r| rac-5-(aminomethyl)-5-(3-fluorobicyclo[1.1.1]pentan-1-yl)imidazolidine-2,4-dione hydrochloride